CC1=NC=CC(=C1C)N1N=CC(=C1C(F)(F)F)C(=O)N 1-(2,3-dimethylpyridin-4-yl)-5-(trifluoromethyl)-1H-pyrazole-4-carboxamide